ClC1=C(C=CC=C1)C(=O)C1CCCC1 (2-chlorophenyl)(cyclopentyl)methanone